N-(tert-amyl)propane-1,3-diamine C(C)(C)(CC)NCCCN